ClC=1N=[N+](C=2CCCCC2C1)[O-] 3-chloro-5,6,7,8-tetrahydrocinnoline 1-oxide